6-bromo-2-(2-(difluoromethyl)phenoxy)-N,3-dimethylaniline BrC1=CC=C(C(=C1NC)OC1=C(C=CC=C1)C(F)F)C